CC1=C(N=CO1)C1=NC2=C(N1CC=1C=NC=CC1)C=CC=C2 5-methyl-4-[1-(pyridin-3-ylmethyl)benzimidazol-2-yl]oxazole